acetyl(2,4-difluorobenzyl)amino-7-[(dimethylamino)methyl]-6-hydroxy-1-benzothiophene-3-carboxylate C(C)(=O)C1=CC(=C(C2=C1C(=C(S2)NCC2=C(C=C(C=C2)F)F)C(=O)[O-])CN(C)C)O